(4-chloro-2-methoxyphenyl)boric acid ClC1=CC(=C(C=C1)OB(O)O)OC